N-(6-(1H-imidazol-2-yl)-5-((2-methoxy-3-(1-methyl-1H-1,2,4-triazol-3-yl)phenyl)amino)pyridazin-3-yl)cyclopropanecarboxamide N1C(=NC=C1)C1=C(C=C(N=N1)NC(=O)C1CC1)NC1=C(C(=CC=C1)C1=NN(C=N1)C)OC